C(C)OC1=C(O[C@H](C(=O)N(C)C)C)C=CC(=C1)\C=C\C(=O)C1=CC=C(C=C1)O (2S)-2-[2-Ethoxy-4-[(E)-3-(4-hydroxyphenyl)-3-oxoprop-1-enyl]phenoxy]-N,N-dimethylpropanamide